[Ca+2].C(CCNC([C@@H](O)C(C)(C)CO)=O)(=O)[O-].C(CCNC([C@@H](O)C(C)(C)CO)=O)(=O)[O-].C(CCNC([C@@H](O)C(C)(C)CO)=O)(=O)[O-].C(CCNC([C@@H](O)C(C)(C)CO)=O)(=O)[O-] d-pantothenic acid, hemicalcium salt